2-(6-Chloro-benzothiazol-2-ylamino)-1-methyl-1H-benzoimidazole-5-carboxylic acid (2-piperazin-1-yl-ethyl)-amide hydrochloride Cl.N1(CCNCC1)CCNC(=O)C1=CC2=C(N(C(=N2)NC=2SC3=C(N2)C=CC(=C3)Cl)C)C=C1